phenyl-methylenepyrrolidinium hexachloroantimonate Cl[Sb-](Cl)(Cl)(Cl)(Cl)Cl.C1(=CC=CC=C1)C1[N+](CCC1)=C